Adenine Hemisulfate Salt S(=O)(=O)(O)O.N1=CN=C2N=CNC2=C1N.N1=CN=C2N=CNC2=C1N